O(CCCCCCCCCO)CCCCCCCCCO 9,9'-oxybis(nonan-1-ol)